CNC1CN(C1)C N,1-dimethyl-azetidin-3-amine